BrC1=NO[C@@H](C1)C=1C=CC(=C(NC2=CC(=CC=C2)C(F)(F)F)C1)C 5-[(5S)-3-bromo-4,5-dihydroisoxazol-5-yl]-2-methyl-N-[3-(trifluoromethyl)phenyl]aniline